tert-butyl (14-(3-(2-((5-methyl-4-(1-(2-methylbenzoyl)indolin-5-yl)thiazol-2-yl)amino)-2-oxoethyl)phenoxy)-3,6,9,12-tetraoxatetradecyl)carbamate CC1=C(N=C(S1)NC(CC=1C=C(OCCOCCOCCOCCOCCNC(OC(C)(C)C)=O)C=CC1)=O)C=1C=C2CCN(C2=CC1)C(C1=C(C=CC=C1)C)=O